1-Methyl-1,2,3,4-tetrahydro-5H-benzo[b]azepin-5-one CN1C2=C(C(CCC1)=O)C=CC=C2